FC1=C(C=CC(=C1)F)C1=NC(=C(C2=C1N=C(N(C2=O)C)C(F)(F)F)F)N2CC(OCC2)C2=CC(=NC=C2)C 8-(2,4-difluorophenyl)-5-fluoro-3-methyl-6-(2-(2-methylpyridin-4-yl)morpholino)-2-(trifluoromethyl)pyrido[3,4-d]pyrimidin-4(3H)-one